1-Ethyl-5-(hydroxymethyl)-N'-((1',5',6',7'-tetrahydro-2'H-spiro[cyclopropane-1,3'-dicyclopenta[b,e]pyridin]-8'-yl)carbamoyl)-1H-pyrazole-3-sulfonimidamide C(C)N1N=C(C=C1CO)S(=O)(N)=NC(NC1=C2C(=NC3=C1CCC3)C3(CC2)CC3)=O